methyl 2-((benzo[d]thiazol-5-ylmethyl)((2-methylcyclohexyl)methyl)amino)-2-oxoacetate S1C=NC2=C1C=CC(=C2)CN(C(C(=O)OC)=O)CC2C(CCCC2)C